2-(dioctylamino)-N,N,N-trimethyl-2-oxoethan-1-aminium chloride [Cl-].C(CCCCCCC)N(C(C[N+](C)(C)C)=O)CCCCCCCC